3-(4-oxo-3(4H)-quinazolinyl)-N-[4-(1-piperidinylsulfonyl)phenyl]propanamide O=C1N(C=NC2=CC=CC=C12)CCC(=O)NC1=CC=C(C=C1)S(=O)(=O)N1CCCCC1